2-((6-chloro-9-(tetrahydro-2H-pyran-2-yl)-9H-purin-8-yl)oxy)-N,N-dimethylethan-1-amine ClC1=C2N=C(N(C2=NC=N1)C1OCCCC1)OCCN(C)C